2-((1-(6-methyl-2-(6-(oxetan-3-ylamino)chroman-3-yl)-1-oxoisoindolin-4-yl)ethyl)amino)benzoic acid CC1=CC(=C2CN(C(C2=C1)=O)C1COC2=CC=C(C=C2C1)NC1COC1)C(C)NC1=C(C(=O)O)C=CC=C1